2-(chloromethyl)-1H-pyrimidin-6-one ClCC=1NC(C=CN1)=O